C1(=CC=CC=C1)C=1C(=C(C(=NC1)C=1[Se]C2=C(C1C1=CC=CC=C1)C=CC=C2)C2=NN=NC=C2)C2=NC=CC=C2C2=CC=CC=C2 phenyl(phenylpyridinyl)triazinyl(phenylbenzselenophenyl)pyridine